2-[(2S,4R,5S)-1-(2,4-dichlorophenyl)-5-hydroxy-2,6,6-trimethyl-heptan-4-yl]-2,4-dihydro-3H-1,2,4-triazole-3-thione ClC1=C(C=CC(=C1)Cl)C[C@@H](C[C@H]([C@H](C(C)(C)C)O)N1N=CNC1=S)C